N-cyclopropyl-5-fluoro-2-mercapto-benzamide C1(CC1)NC(C1=C(C=CC(=C1)F)S)=O